N1=CC(=CC=C1)C(N1CCN(CC1)CC=1C=C2CN(C(C2=CC1)=O)N1C(NC(CC1)=O)=O)C=1C=NC=CC1 1-(5-((4-(di(pyridin-3-yl)methyl)piperazin-1-yl)methyl)-1-oxoisoindolin-2-yl)dihydropyrimidine-2,4(1H,3H)-dione